Tert-butyl 5-[4-chloro-7-fluoro-2-(1-methyl-4,6-dihydropyrrolo[3,4-c]pyrazole-5-carbonyl)-1-(2-trimethylsilylethoxymethyl)indol-6-yl]-3,3-difluoro-piperidine-1-carboxylate ClC1=C2C=C(N(C2=C(C(=C1)C1CC(CN(C1)C(=O)OC(C)(C)C)(F)F)F)COCC[Si](C)(C)C)C(=O)N1CC=2N(N=CC2C1)C